C(C1=CC=CC=C1)OC(=O)NCCOC[C@@H](CN1C(C2=CC=CC=C2C1=O)=O)NC(OCC1=CC=CC=C1)=O benzyl (R)-(1-(2-(((benzyloxy)carbonyl)amino)ethoxy)-3-(1,3-dioxoisoindolin-2-yl)propan-2-yl)carbamate